CC=1N=C2N(CC1C)C=CN=C2 2,3-dimethyl-pyrazino[1,2-a]pyrimidin